FC(C=1C(=CN(C(C1)=O)C)C(=O)NC1=C(C=C(C(=C1)C=1C=NC(=NC1)N1[C@@H](COCC1)C)F)N1C[C@@H](N([C@@H](C1)C)C)C)F 4-(difluoromethyl)-N-[4-fluoro-5-[2-[(3R)-3-methylmorpholin-4-yl]pyrimidin-5-yl]-2-[(3S,5R)-3,4,5-trimethylpiperazin-1-yl]phenyl]-1-methyl-6-oxopyridine-3-carboxamide